((1-(3,5-dimethoxybenzyl)-1H-1,2,3-triazol-4-yl)methyl)cinnamamide COC=1C=C(CN2N=NC(=C2)CC(C(=O)N)=CC2=CC=CC=C2)C=C(C1)OC